N-[(3R)-1-[6-(5-Cyclopropyl-1H-imidazol-2-yl)pyridin-2-yl]pyrrolidin-3-yl]-1-(propan-2-yl)piperidine-4-carboxamide C1(CC1)C1=CN=C(N1)C1=CC=CC(=N1)N1C[C@@H](CC1)NC(=O)C1CCN(CC1)C(C)C